5,6,7,12,13,14-Hexahydro-4b,7a,11b,14a-tetraazadiindeno[1,2,3-ef:1',2',3'-kl]heptalene-7a,14a-diium diiodide [I-].[I-].C1=C2C(=CC=C1)N1CCC[N+]3=C4N(CCC[N+]2=C14)C1=CC=CC=C13